N(=[N+]=[N-])CC=1N=C2N(C(=CC(=C2)C)C)C1 (azidomethyl)-5,7-dimethylimidazo[1,2-a]pyridine